C(C)(=O)OC[C@H]1O[C@H]([C@@H]([C@H](C1)OC(C)=O)OC(C)=O)ON1C(C2=CC=CC=C2C1=O)=O [(2S,4S,5R,6S)-4,5-diacetoxy-6-(1,3-dioxoisoindolin-2-yl)oxy-tetrahydropyran-2-yl]methyl acetate